COC1=CC=C(C=C1)CC1NCCCC1 2-[(4-methoxyphenyl)methyl]piperidine